1-((2RS,4aRS,8RS,8aSR)-4a,8-dimethyldecalin-2-yl)ethan-1-one C[C@]12CC[C@H](C[C@H]2[C@@H](CCC1)C)C(C)=O |r|